FC1=C(C=C(C(=O)N)C=C1)CN1CCC(CC1)C=O 4-FLUORO-3-[(4-FORMYLPIPERIDIN-1-YL)METHYL]BENZAMIDE